FC(C1=C(C(=O)N2CCC(CC2)C(=O)O)C=CC=C1)(F)F 1-(2-(trifluoromethyl)benzoyl)piperidine-4-carboxylic acid